C(C)(C)(C)OC(=O)C1NC2=CC=CC=C2C=C1 quinoline-2(1H)-carboxylic acid tert-butyl ester